C(C(C)C)C1CSCC/C(/N1)=N\[H] 3-Isobutyl-[1,4]thiazepan-(5E)-ylideneamine